C(C)C=1SC(=C(N1)C1=CC=CC=C1)OC1=CC(=NC=C1)NC1=NC=C(C(=O)NC(C)C)C=C1 6-((4-((2-Ethyl-4-phenylthiazol-5-yl)oxy)pyridin-2-yl)amino)-N-isopropylnicotinamide